FC=1C=C(C=CC1N)C1=CC=C(C=C1)C1=CC=2C=NC=CC2N1 3-fluoro-4'-(1H-pyrrolo[3,2-c]pyridin-2-yl)biphenyl-4-amine